(1-(Benzenesulfonyl)-1H-indol-3-yl)boronic acid C1(=CC=CC=C1)S(=O)(=O)N1C=C(C2=CC=CC=C12)B(O)O